FC1=C(C=CC=C1)C#CC1=CC=C(C(=O)NCC2(CCOCC2)C(=O)O)C=C1 4-((4-((2-fluorophenyl)ethynyl)benzoylamino)methyl)tetrahydro-2H-pyran-4-carboxylic acid